ClC1=C(C=C(C=C1)C1C(NC=2C=3C1=NNC(C3C=C(C2)F)=O)C)F 9-(4-chloro-3-fluorophenyl)-5-fluoro-8-methyl-2,7,8,9-tetrahydro-3H-pyrido[4,3,2-de]phthalazin-3-one